C1(=CC=CC=C1)C(C(=O)C1=CC=C(C=C1)C)(C1=CC=CC=C1)C1=CC=CC=C1 Diphenyl-2-phenyl-1-(p-tolyl)ethane-1-one